2-(2-methylphenyl)propylene oxide CC1=C(C=CC=C1)C1(CO1)C